COC(CC1(C(N(C2=C(C=CC=C12)C)C)=O)C)=O methyl-2-(1,3,7-trimethyl-2-oxoindolin-3-yl)acetate